1-(2-hydroxyphenyl)heptane-1-one OC1=C(C=CC=C1)C(CCCCCC)=O